6-chloro-3,7-dimethyl-1-(tetrahydro-2H-pyran-4-yl)-1,3-dihydro-2H-imidazo[4,5-c]pyridin-2-one ClC1=C(C2=C(C=N1)N(C(N2C2CCOCC2)=O)C)C